CC1(OC2=CC(=CC=C2C(C1)=O)C1=CNC=2N=C(N=CC21)NC=2C=NC(=CC2)N2CCN(CC2)C)C 2,2-dimethyl-7-(2-((6-(4-methylpiperazin-1-yl)pyridin-3-yl)amino)-7H-pyrrolo[2,3-d]pyrimidin-5-yl)chroman-4-one